n-methyl-2-(6-(pyrazin-2-ylamino)-2-(pyridin-3-yl)pyrimidin-4-yl)-2-azaspiro[4.5]decane-7-carboxamide CNC(=O)C1CC2(CCN(C2)C2=NC(=NC(=C2)NC2=NC=CN=C2)C=2C=NC=CC2)CCC1